C(#N)C=1C=C(C=NC1N1N=CC=N1)NC(=O)C=1C=NN(C1C(F)(F)F)C1=NC(=C(C=C1)F)C N-(5-cyano-6-(2H-1,2,3-triazol-2-yl)pyridin-3-yl)-1-(5-fluoro-6-methylpyridin-2-yl)-5-(trifluoromethyl)-1H-pyrazole-4-carboxamide